4-[(1R,2R)-2-{3-[4-fluoro-2-(trifluoromethyl)phenyl]-1,2,4-oxadiazol-5-yl}cyclopropyl]benzenesulfonamide FC1=CC(=C(C=C1)C1=NOC(=N1)[C@H]1[C@@H](C1)C1=CC=C(C=C1)S(=O)(=O)N)C(F)(F)F